C1(CCCC1)C1=C(C=NC=2N1N=CC2)NC(=O)NC=2C=NC(=C(C2)C)C#C[Si](C)(C)C N-(7-cyclopentylpyrazolo[1,5-a]pyrimidin-6-yl)-N'-{5-methyl-6-[(trimethylsilyl)ethynyl]pyridin-3-yl}urea